3-(1-propionylindol-5-yl)-N-(pyridin-3-ylmethyl)benzamide C(CC)(=O)N1C=CC2=CC(=CC=C12)C=1C=C(C(=O)NCC=2C=NC=CC2)C=CC1